FC(CN(C=1C=C(C=C(C1)F)C#CC1(CCC1)O)C1=NC=2N(C3=CC=CC(=C13)F)C(=NN2)C)F 1-((3-((2,2-difluoroethyl)(6-fluoro-1-methyl-[1,2,4]triazolo[4,3-a]quinazolin-5-yl)amino)-5-fluorophenyl)ethynyl)cyclobutan-1-ol